CC1CN(C1)C=1C=NNC(C1C(F)(F)F)=O (2S,3R)-3-methyl-1-(6-oxo-5-(trifluoromethyl)-1,6-dihydropyridazin-4-yl)azetidin